1-(oxetan-3-ylmethyl)pyrrolidin O1CC(C1)CN1CCCC1